C(C)(C)(C)OC(=O)N1CCN(CC1)C=1SC=C(N1)C(NC1=C(C=NC=C1)NC1=CC=C(C=C1)Cl)=O.CC1=CC2=C(C3=CC=CC=C3C(=C2C=C1)C1=CC2=CC=CC=C2C=C1)C1=CC2=CC=CC=C2C=C1 2-methyl-9,10-bis(naphthalen-2-yl)anthracene tert-Butyl-4-[4-({3-[(4-chlorophenyl)amino]pyridin-4-yl}carbamoyl)-1,3-thiazol-2-yl]piperazine-1-carboxylate